6-[(3,5-difluorophenyl)methyl]-3,5,7,8-tetrahydropyrido[3,4-d]pyridazin-4-one FC=1C=C(C=C(C1)F)CN1CC=2C(NN=CC2CC1)=O